C(C)(C)(C)OC(=O)N1CC2=CC(=C(C(=C2C1)F)OCCCOC=1C(=CC2=C(C=C(S2)C(CCC(=O)O)=O)C1F)OC)OC 4-[5-[3-(2-tert-butoxycarbonyl-4-fluoro-6-methoxy-isoindolin-5-yl)oxypropoxy]-4-fluoro-6-methoxy-benzothiophen-2-yl]-4-oxo-butanoic acid